disulfate disodium [Na+].[Na+].S(=O)(=O)([O-])OS(=O)(=O)[O-]